Dimethyl 2-(4-(isopropoxycarbonyl)benzyl)malonate C(C)(C)OC(=O)C1=CC=C(CC(C(=O)OC)C(=O)OC)C=C1